Isopropyl 4,4,4-trifluoro-2-(((5-hydroxy-4-(hydroxymethyl)-6-methylpyridin-3-yl)methoxy)(phenoxy)phosphorylamino)butanoate FC(CC(C(=O)OC(C)C)N=P(=O)OC1=C(C=CC=C1)OCC=1C=NC(=C(C1CO)O)C)(F)F